4-((8-methylquinolin-4-yl)amino)-N-(3-(pyridin-4-yloxy)phenyl)benzamide CC=1C=CC=C2C(=CC=NC12)NC1=CC=C(C(=O)NC2=CC(=CC=C2)OC2=CC=NC=C2)C=C1